1-(2-hydroxy-4,6-bis(methoxymethoxy)phenyl)ethanone OC1=C(C(=CC(=C1)OCOC)OCOC)C(C)=O